S(=O)(=O)(O)O.FC1=C(C=C(C=C1)F)[C@@H]1N(CCC1)C1=NC=2N(C=C1)N=CC2NC(=O)N2C[C@H](CC2)O (S)-N-(5-((R)-2-(2,5-difluorophenyl)pyrrolidin-1-yl)pyrazolo[1,5-a]pyrimidin-3-yl)-3-hydroxypyrrolidine-1-carboxamide sulfate